1'-{2-[(6-methanesulfonyl-5-methylpyridin-3-yl)oxy]ethyl}-2-oxo-1,2-dihydrospiro[indole-3,4'-piperidine]-5-carbonitrile CS(=O)(=O)C1=C(C=C(C=N1)OCCN1CCC2(CC1)C(NC1=CC=C(C=C12)C#N)=O)C